BrC1=CC=C(C=C1)S(=O)(=O)NC(C1=CC(=C(C=C1)F)OCC1=C(C=CC=C1C)C)=O N-((4-bromophenyl)sulfonyl)-3-((2,6-dimethylbenzyl)oxy)-4-fluorobenzamide